(2'-methoxy-[1,1'-biphenyl]-2-yl)dicyclohexylphosphine oxide COC1=C(C=CC=C1)C1=C(C=CC=C1)P(C1CCCCC1)(C1CCCCC1)=O